CC(=C)C#CCCCC 2-methyl-1-octen-3-yne